1-(2-Chloro-6-cyano-phenyl)-4-[4-((R)-3-fluoro-pyrrolidine-1-carbonyl)-phenylamino]-1H-pyrazole-3-carboxylic acid amide ClC1=C(C(=CC=C1)C#N)N1N=C(C(=C1)NC1=CC=C(C=C1)C(=O)N1C[C@@H](CC1)F)C(=O)N